1,5-dihydrobenzo[e][1,4]oxazepine-2(3H)-one N1C(COCC2=C1C=CC=C2)=O